(3R,4R)-4-(((3-cyclopropyl-7-((4-(2-methyl-1H-imidazol-1-yl)benzyl)amino)pyrazolo[1,5-a]pyrimidin-5-yl)amino)methyl)piperidin-3-ol C1(CC1)C=1C=NN2C1N=C(C=C2NCC2=CC=C(C=C2)N2C(=NC=C2)C)NC[C@@H]2[C@H](CNCC2)O